N1(CCOCC1)[C@@H]1CC[C@H](CC1)C(=O)NN trans-4-(morpholin-4-yl)cyclohexanecarbohydrazide